7-{[(1S)-1-{4-[4-(4-acryloylpiperazin-1-yl)tetrahydro-2H-pyran-4-yl]phenyl}ethyl]amino}-1-ethyl-1,4-dihydro-2H-pyrido[4,3-d][1,3]oxazin-2-one C(C=C)(=O)N1CCN(CC1)C1(CCOCC1)C1=CC=C(C=C1)[C@H](C)NC1=CC=2N(C(OCC2C=N1)=O)CC